1-(4-bromophenyl)-3-hydroxy-2-phenylpropan-1-one BrC1=CC=C(C=C1)C(C(CO)C1=CC=CC=C1)=O